C1(CCC(CC1)N1CCCC1)N1CCCC1 1,1'-(1,4-cyclohexanediyl)dipyrrolidine